C1(CC1)COC1=NC(=CC=C1C1=NC2=CC(=NC=C2C=C1)CNC(=O)C=1C=C(C2=C(S([C@H](CCO2)F)(=O)=O)C1)F)C(F)F (4R)-N-[[2-[2-(cyclopropylmethoxy)-6-(difluoromethyl)-3-pyridyl]-1,6-naphthyridin-7-yl]methyl]-4,9-difluoro-5,5-dioxo-3,4-dihydro-2H-1,5-benzoxathiepine-7-carboxamide